COC(=O)C1(CC1)NCC1N(CCN(C1)C(=O)OC(C)(C)C)C(=O)OCC1=CC=CC=C1 1-benzyl 4-(tert-butyl) 2-(((1-(methoxycarbonyl)cyclopropyl)amino)methyl)piperazine-1,4-dicarboxylate